(3R)-3-[(1S)-1-[(3-bromophenyl)methyl]-2-methoxy-2-oxoethyl]pyrrolidine-1-carboxylic acid tert-butyl ester C(C)(C)(C)OC(=O)N1C[C@H](CC1)[C@@H](C(=O)OC)CC1=CC(=CC=C1)Br